C(OC(C)(C)C)(=O)N=[N+]=[N-] tert-butyl carbonazidate